2-amino-6-(1-methyl-1H-pyrazol-4-yl)pyrazolo[1,5-a]pyridine-3-carbonitrile NC1=NN2C(C=CC(=C2)C=2C=NN(C2)C)=C1C#N